FC1(CC(C1)(C)NC(=O)C=1N=C(SC1)C1=CN=CN1)F N-(3,3-difluoro-1-methylcyclobutyl)-2-(1H-imidazol-5-yl)thiazole-4-carboxamide